ClC=1C=C2C(=C(C(NC2=CC1)=O)C(\C=C\C=1C=C2C=NN(C2=CC1)CC)=O)C1=CC=CC=C1 6-chloro-3-[(E)-3-(1-ethylindazol-5-yl)prop-2-enoyl]-4-phenyl-1H-quinolin-2-one